COC1=CC=C(C=C1)[Si](O)(C)C (4-methoxyphenyl)dimethyl-silanol